ClC(OC1=CC=C(C=C1)NC(=O)C1=CC(=C2C(C(N(C2=C1)CCN(C)C)=O)(C)C)C1=CC=NN1)(F)F N-(4-(chlorodifluoromethoxy)phenyl)-1-(2-(dimethylamino)ethyl)-3,3-dimethyl-2-oxo-4-(1H-pyrazol-5-yl)indoline-6-carboxamide